[C@@H]1([C@@H](O)[C@@H](O)[C@H](O)[C@H](O1)CO)[C@@]1([C@H](O)[C@H](O)[C@@H](CO)O1)N1C(=O)NC(=O)C=C1 beta-D-mannosyl-uridine